FC(C1=C2C=C(NC2=CC=C1)C(=O)O)(F)F 4-(trifluoromethyl)-1H-indole-2-carboxylic acid